(S)-2-benzylazetidine C(C1=CC=CC=C1)[C@@H]1NCC1